C(C1=CC=CC=C1)O[C@@H]1C[C@H](C1)CN1N=CC=2C1=NC(=CN2)Cl 1-((trans-3-(benzyloxy)cyclobutyl)methyl)-6-chloro-1H-pyrazolo[3,4-b]pyrazine